3-[3-(difluoromethoxy)-4-[3-(difluoromethoxy)azetidine-1-carbonyl]-5-methoxyphenyl]-2-methyl-6-(1-methylpyrazol-4-yl)indazole-4-carbonitrile FC(OC=1C=C(C=C(C1C(=O)N1CC(C1)OC(F)F)OC)C=1N(N=C2C=C(C=C(C12)C#N)C=1C=NN(C1)C)C)F